N1(CCC1)CC1=C(CNC2=CC(=C(C=C2Cl)S(=O)(=O)N(C2=NC(=CC=C2)F)CC2=C(C=C(C=C2)OC)OC)F)C=CC=C1 4-((2-(azetidin-1-ylmethyl)benzyl)amino)-5-chloro-N-(2,4-dimethoxybenzyl)-2-fluoro-N-(6-fluoropyridin-2-yl)benzenesulfonamide